C1(=CC=CC=C1)C(C)SCCC(=O)O 3-((1-phenylethyl)thio)propanoic acid